(ADAMANTAN-1-YL)-2-((6-METHYL-2-OXO-1,2-DIHYDROPYRIMIDIN-4-YL)OXY)ACETAMIDE C12(CC3CC(CC(C1)C3)C2)C(C(=O)N)OC2=NC(NC(=C2)C)=O